C(CCC)NC[C@H](O)C1=C(C=C(C=C1)F)O (R)-2-(2-(butylamino)-1-hydroxyethyl)-5-fluorophenol